N'-benzyl-acetohydrazide C(C1=CC=CC=C1)NNC(C)=O